methyl 2-[1-(2-methyl-1,3-thiazol-5-yl)-1H-pyrazol-4-yl]acetate CC=1SC(=CN1)N1N=CC(=C1)CC(=O)OC